3-(4-(4-(Aminomethyl)phenyl)-1-oxoisoindolin-2-yl)piperidine-2,6-dione NCC1=CC=C(C=C1)C1=C2CN(C(C2=CC=C1)=O)C1C(NC(CC1)=O)=O